(S*)-tert-Butyl 8-(cyanomethyl)-11,11-difluoro-8-hydroxy-3,4,8,9,10,11-hexahydro-1H-pyrido[4',3':3,4]pyrazolo[1,5-a]azepine-2(7H)-carboxylate C(#N)C[C@]1(CCC(C=2N(C1)N=C1C2CN(CC1)C(=O)OC(C)(C)C)(F)F)O |o1:3|